hydroxy-selenomethionine ON[C@@H](CC[Se]C)C(=O)O